6-(6-(1-isopropyl-1H-pyrazol-4-yl)imidazo[1,2-b]pyridazin-3-yl)-N-(pyrrolidin-3-yl)pyridin-2-amine C(C)(C)N1N=CC(=C1)C=1C=CC=2N(N1)C(=CN2)C2=CC=CC(=N2)NC2CNCC2